(R)-N-(4-methyl-2-(4-methylpiperazin-1-yl)-5-((6-(3-(3-phenoxy-phenyl)isoxazolidin-2-yl)pyrimidin-4-yl)amino)-phenyl)acrylamide CC1=CC(=C(C=C1NC1=NC=NC(=C1)N1OCC[C@@H]1C1=CC(=CC=C1)OC1=CC=CC=C1)NC(C=C)=O)N1CCN(CC1)C